C(C)C1=C(NC2=C(N=C3N2C=CN=C3)C3=CC=C(C=C3)NC(C)=O)C(=CC=C1)C N-[4-[3-(2-ethyl-6-methylanilino)imidazo[1,2-a]pyrazin-2-yl]phenyl]acetamide